O=C(C(=O)[O-])CC(C1=CC(=CC=2NC(OC21)=O)OC2=CC=CC=C2)=O 2,4-dioxo-4-(2-oxo-5-phenoxy-2,3-dihydro-1,3-benzoxazol-7-yl)butanoate